Cl.NC(C(=O)N)=C[C@H]1C(NCCC1)=O (2S)-2-amino-3-[(3S)-2-oxopiperidin-3-yl]acrylamide hydrochloride